NC1=CC=C(C=C1)N1C(N(CC1)C1C(N(C(CC1)=O)C(=O)OC(C)(C)C)=O)=O tert-Butyl 3-(3-(4-aminophenyl)-2-oxoimidazolidin-1-yl)-2,6-dioxopiperidine-1-carboxylate